Ethyl (S)-3-(3-bromo-2,6-difluoro-5-methylphenyl)-3-(((R)-tert-butylsulfinyl)amino)propanoate BrC=1C(=C(C(=C(C1)C)F)[C@H](CC(=O)OCC)N[S@](=O)C(C)(C)C)F